C(#N)C1=CC(=C(COC2=CC=CC(=N2)C2=CC(=C(CC3=NC4=C(N3C)C=C(C=C4OCC)C(=O)O)C=C2)F)C=C1)F 2-(4-(6-((4-Cyano-2-fluorobenzyl)oxy)pyridin-2-yl)-2-fluorobenzyl)-4-ethoxy-1-methyl-1H-benzo[d]imidazole-6-carboxylic acid